C(CCCCC(=O)O)(=O)[O-].[NH4+] monoammonium adipate